N,N'-bis(2,6-dimethylphenyl)oxamide CC1=C(C(=CC=C1)C)NC(=O)C(=O)NC1=C(C=CC=C1C)C